C(C)(C)(C)C=1C=CC(=NC1)C1CN(C1)C(=O)N1C[C@H](CC1)C1=CN=NN1 [3-(5-tert-Butyl-2-pyridyl)azetidin-1-yl]-[(3S)-3-(1H-triazol-5-yl)pyrrolidin-1-yl]methanone